tert-butyl 3-(cyclopropylamino) pyrrolidine-1-carboxylate CC(C)(C)OC(=O)N1CCC(C1)NC2CC2